(tert-butyl 4-(6-(tert-butylsulfonyl)-7-methoxyimidazo[1,2-a]pyridin-3-yl)-6-chloropyridin-2-yl) carbamate C(N)(OC1=NC(=CC(=C1C(C)(C)C)C1=CN=C2N1C=C(C(=C2)OC)S(=O)(=O)C(C)(C)C)Cl)=O